C1(CC1)C1=NN(N=C1)CCCN1CC(CC1)C1=CNC=2C=CC=C(C12)O 3-(1-(3-(4-cyclopropyl-2H-1,2,3-triazol-2-yl)propyl)pyrrolidin-3-yl)-1H-indol-4-ol